FC=1C=CC2=C(C(=NS2)NCC2=CC(=CC=C2)F)C1 5-fluoro-N-(3-fluorobenzyl)benzo[d]isothiazol-3-amine